1-[(2R,4R)-2-Methyltetrahydro-2H-pyran-4-yl]-2-[(3R)-tetrahydro-furan-3-yl]-1H-imidazo[4,5-c]quinoline-8-carbonitrile C[C@H]1OCC[C@H](C1)N1C(=NC=2C=NC=3C=CC(=CC3C21)C#N)[C@@H]2COCC2